CC(C(=O)O)(CSSCCC(=O)O)C dimethyl-3,3'-dithiodipropionic acid